(4-(2,4-dichlorophenyl)-2-methylbenzo[d][1,3]dioxol-4-yl)-1,2,3,6-tetrahydropyridine ClC1=C(C=CC(=C1)Cl)C1(C=CC=C2OC(OC21)C)N2CCC=CC2